3,6,10,14-tetramethylpentadecan-3,5-dien-2-one CC(C(C)=O)=CC=C(CCCC(CCCC(C)C)C)C